4-(2-(6-methylpyridin-2-yl)-5,6-dihydrocyclopenta[d]imidazol-1(4H)-yl)quinoline-6-carbonitrile CC1=CC=CC(=N1)C1=NC2=C(N1C1=CC=NC3=CC=C(C=C13)C#N)CCC2